CC1=C(C2=C(N=C(N=C2)SC)N(C1=O)CC=1N(N=CC1)C)C#C[Si](C(C)C)(C(C)C)C(C)C 6-methyl-8-[(2-methylpyrazol-3-yl)methyl]-2-(methylsulfanyl)-5-[2-(triisopropylsilyl)ethynyl]pyrido[2,3-d]pyrimidin-7-one